C1(=CC=CC=C1)C=1[Se]C=CC1 phenyl-selenophene